FC1(CNCC1(C)C)F 3,3-difluoro-4,4-dimethylpyrrolidin